2-(piperazin-1-yl)thiazole-5-carboxylic acid ethyl ester hydrochloride Cl.C(C)OC(=O)C1=CN=C(S1)N1CCNCC1